NC1=C2C(=C(C(=CC2=CC(=C1N=NC1=CC=C(C=C1)[N+](=O)[O-])S(=O)(=O)[O-])S(=O)(=O)[O-])N=NC1=CC=C(C=C1)S(NC1=CC=C(C=C1)N=NC1=C(C=C(C=C1)N)N)(=O)=O)O 5-amino-3-[[4-[[4-[(2,4-diaminophenyl)diazenyl]phenyl]sulfamoyl]phenyl]diazenyl]-4-hydroxy-6-[(4-nitrophenyl)diazenyl]naphthalene-2,7-disulfonate